BrC1=CC=C(C=C1)S(=O)(=O)N1CCN(CC1)C(\C=C\C1=CC(=C(C=C1)O)OC)=O (E)-1-(4-((4-bromophenyl)sulfonyl)piperazin-1-yl)-3-(4-hydroxy-3-methoxyphenyl)prop-2-en-1-one